dimethyl (3S,8aR)-5,7-dioxooctahydroindolizine-3,6-dicarboxylate O=C1N2[C@@H](CC[C@@H]2CC(C1C(=O)OC)=O)C(=O)OC